diethylaminohydroxybenzoyl benzoate bis-diethylaminohydroxybenzoyl-benzoate C(C)N(CC)C=1C(=C(C(=C(C(=O)O)C1)C(C1=CC=CC=C1)=O)O)N(CC)CC.C(C1=CC=CC=C1)(=O)OC(C1=C(C(=CC=C1)N(CC)CC)O)=O